octadecyl-dimethyl-silane ammonium chloride [Cl-].[NH4+].C(CCCCCCCCCCCCCCCCC)[SiH](C)C